COP(=O)(OC)C=1C=C(C(=O)O)C=C(C1)C=1SC(=CN1)C 3-(dimethylphosphono)-5-(5-methylthiazol-2-yl)benzoic acid